CN(C1[C@@H](NC1)C)C (2S)-N,N,2-trimethylazetidin-3-amine